CN1C(=NC2=C3N=C(C=NC3=CC=C21)C=2C=NN(C2)C)N2[C@@H]1C(NC[C@H]2CC1)=O (1S,5R)-8-(3-Methyl-8-(1-methyl-1H-pyrazol-4-yl)-3H-imidazo[4,5-f]quinoxalin-2-yl)-3,8-diazabicyclo[3.2.1]octan-2-one